C(C)CC(CC(=O)[O-])=O.C(C)CC(CC(=O)[O-])=O.C(CCC)O[Ti+2]OCCCC di-n-butoxytitanium bis(ethylacetoacetate)